4-Dodecyloxy-3-meth-oxy-benzaldehyd C(CCCCCCCCCCC)OC1=C(C=C(C=O)C=C1)OC